CC1=C(C=CC=C1C(F)(F)F)[C@H](C)CC(C)S(=O)N ((R)-1-(2-methyl-3-(trifluoromethyl)phenyl)ethyl)propane-2-sulfinamide